C1(=CC=CC=C1)C=1C=CC=2N(C3=CC=C(C=C3C2C1)C1=CC=CC=C1)C1=C(C#N)C(=CC(=C1)C1=NC2=C(N1C1=CC=CC=C1)C=CC=C2)N2C1=CC=C(C=C1C=1C=C(C=CC21)C2=CC=CC=C2)C2=CC=CC=C2 2,6-bis(3,6-diphenyl-9H-carbazol-9-yl)-4-(1-phenyl-1H-benzo[d]imidazol-2-yl)benzonitrile